CN1C(C2(CN(CC(C1C1=NC=CC=C1)(C2=O)C(=O)OCCCCC)CC2=NC=CC=C2)C(=O)OCCCCC)C2=NC=CC=C2 dipentyl 3-methyl-9-oxo-2,4-bis(2-pyridyl)-7-[(2-pyridyl) methyl]-3,7-diazabicyclo[3.3.1]nonane-1,5-dicarboxylate